4-(((1s,3s)-3-Hydroxy-3-methylcyclobutyl)amino)pyrrolo[1,2-d][1,2,4]triazin OC1(CC(C1)NC1=NN=CC=2N1C=CC2)C